C(CCCCC)=O Hexaldehyde